tert-butyl N-[4-(4-methyl-6-propanoylpyridin-3-yl)-1H,2H-imidazo[1,2-a]1,6-naphthyridin-8-yl]carbamate CC1=C(C=NC(=C1)C(CC)=O)C=1C=2N(C3=CC(=NC=C3C1)NC(OC(C)(C)C)=O)CCN2